tert-butyl 9-[3-(2,6-dibenzyloxy-3-pyridyl)phenyl]-3,9-diazaspiro[5.5]undecane-3-carboxylate C(C1=CC=CC=C1)OC1=NC(=CC=C1C=1C=C(C=CC1)N1CCC2(CCN(CC2)C(=O)OC(C)(C)C)CC1)OCC1=CC=CC=C1